CN1CC(OCC1)C=1C=CC(=NC1)C1=NC(=NC=C1)N (5-(4-methylmorpholin-2-yl)pyridin-2-yl)pyrimidin-2-amine